C(C)[C@@H]1CN(CCN1C=1C(=NC=CC1)O[C@H]1CN(CC1)C)C(=O)OC(C)(C)C tert-butyl (3R)-3-ethyl-4-(2-{[(3R)-1-methylpyrrolidin-3-yl]oxy}pyridin-3-yl)piperazine-1-carboxylate